BrC1=NN(C(=C1)CCOCC(=O)OC(C)(C)C)C1CC1 tert-butyl 2-(2-(3-bromo-1-cyclopropyl-1H-pyrazol-5-yl)ethoxy)acetate